Hexafluoroundecyl-ammonium FC(C(F)(F)[NH3+])CCCCCCCCC(F)(F)F